nitroacetonitrile potassium salt [K].[N+](=O)([O-])CC#N